Acetic acid (2Z)-3,7-dimethyl-2,6-octadien-1-yl ester C/C(=C/COC(C)=O)/CCC=C(C)C